COC1=CC=C2C(=CC=NC2=C1)NC1=CC(=CC(=C1)N1C=NC(=C1)C)OC 7-Methoxy-N-(3-Methoxy-5-(4-Methyl-1H-imidazol-1-yl)phenyl)quinolin-4-amine